[2-Chloro-4-[3-(2,2,2-trifluoro-1-methylethoxy)azetidin-1-yl]phenyl]-[4-(5-methyloxazolo[4,5-b]pyridin-2-yl)piperazin-1-yl]methanon ClC1=C(C=CC(=C1)N1CC(C1)OC(C(F)(F)F)C)C(=O)N1CCN(CC1)C=1OC=2C(=NC(=CC2)C)N1